ethyl (1S,3S,5R)-5-(((4-nitrobenzoyl)oxy)methyl)-2-((4-phenoxybenzoyl)glycyl)-2-azabicyclo[3.1.0]hexane-3-carboxylate [N+](=O)([O-])C1=CC=C(C(=O)OC[C@@]23C[C@H](N([C@H]3C2)C(CNC(C2=CC=C(C=C2)OC2=CC=CC=C2)=O)=O)C(=O)OCC)C=C1